C(#N)C=1C=NN2C1C(=CC(=C2)OCC)C=2C=CC(=NC2)N2CCC(CC2)(C)NC(OC2CCCC2)=O cyclopentyl (1-(5-(3-cyano-6-ethoxypyrazolo[1,5-a]pyridin-4-yl)pyridin-2-yl)-4-methylpiperidin-4-yl)carbamate